tert-butyl 4-(5-(methoxycarbonyl)-4,6-dimethylpyridin-2-yl)piperazine-1-carboxylate COC(=O)C=1C(=CC(=NC1C)N1CCN(CC1)C(=O)OC(C)(C)C)C